ClC=1C=CC(=C(C1)C1=CC(=CC=C1)O)S(=O)(=O)N1CCC(CC1)(C(=O)OCC)F ethyl 1-((5-chloro-3'-hydroxy-[1,1'-biphenyl]-2-yl)sulfonyl)-4-fluoropiperidine-4-carboxylate